NN(C1=CC=CC=C1)C1=CC=CC=C1 AMINODIPHENYLAMINE